4,4'-bis(4-amino-2-trifluoromethyl-phenoxy)biphenyl NC1=CC(=C(OC2=CC=C(C=C2)C2=CC=C(C=C2)OC2=C(C=C(C=C2)N)C(F)(F)F)C=C1)C(F)(F)F